C(C)[C@@H]1N(C2=CC=CC=C2CC1)S(=O)(=O)C=1C=CC(=C(C(=O)OC)C1)OCC1CCOCC1 methyl (S)-5-((2-ethyl-3,4-dihydroquinolin-1(2H)-yl)sulfonyl)-2-((tetrahydro-2H-pyran-4-yl)methoxy)benzoate